ClC=1C=C2C(=C(C=NC2=CC1)C1=CCCC1)C(C)C 6-chloro-3-(cyclopent-1-en-1-yl)-4-isopropylquinoline